FC1=C(C(=CC=C1C#C[C@H]1[C@@H](C1)CO)O)N1CC(NS1(=O)=O)=O |o1:9,10| rel-5-(2-fluoro-6-hydroxy-3-(((1R,2R)-2-(hydroxymethyl)cyclopropyl)ethynyl)phenyl)-1,2,5-thiadiazolidin-3-one 1,1-dioxide